1-(2-(cyclopropanecarboxamido)pyridin-4-yl)-1H-indol C1(CC1)C(=O)NC1=NC=CC(=C1)N1C=CC2=CC=CC=C12